(1S,3R,4S)-N-((S)-1-cyano-2-((R)-2-oxopyrrolidin-3-yl)ethyl)-5,5-difluoro-2-((R)-2-hydroxy-2-phenylpropanoyl)-2-azabicyclo[2.2.2]octane-3-carboxamide C(#N)[C@H](C[C@@H]1C(NCC1)=O)NC(=O)[C@@H]1N([C@@H]2CC([C@H]1CC2)(F)F)C([C@@](C)(C2=CC=CC=C2)O)=O